1-(4-hydroxyphenyl)-3-p-methylphenyl-2-propen-1-one OC1=CC=C(C=C1)C(C=CC1=CC=C(C=C1)C)=O